N-(4-[N-(cyclohexylcarbamoyl)sulfamoyl]phenethyl)-2-methoxybenzamide C1(CCCCC1)NC(=O)NS(=O)(=O)C1=CC=C(CCNC(C2=C(C=CC=C2)OC)=O)C=C1